(R)-1-(5-(9-((4-(4-aminophenyl)-2-methylpiperazin-1-yl)methyl)-3-azaspiro[5.5]undecane-3-carbonyl)-2-chlorophenyl)dihydropyrimidine-2,4(1H,3H)-dione NC1=CC=C(C=C1)N1C[C@H](N(CC1)CC1CCC2(CCN(CC2)C(=O)C=2C=CC(=C(C2)N2C(NC(CC2)=O)=O)Cl)CC1)C